BrC1=C(C=CC(=C1)\C=C\C(C)(C)C)CC1OCC(COC1)=O 2-({2-bromo-4-[(1E)-3,3-dimethylbut-1-en-1-yl]phenyl}methyl)-1,4-dioxepan-6-one